5-((1S,5R)-1-(5-(2-(pyrrolidin-1-yl)ethoxy)-1,3,4-oxadiazol-2-yl)-5-(trifluoromethyl)-3-azabicyclo[3.1.0]hex-3-yl)quinoline-8-carbonitrile N1(CCCC1)CCOC1=NN=C(O1)[C@@]12CN(C[C@]2(C1)C(F)(F)F)C1=C2C=CC=NC2=C(C=C1)C#N